{4-[2-(4-chloro-3-fluorophenoxy)acetamido]bicyclo[2.1.1]hex-1-yl}carbamic acid benzyl ester C(C1=CC=CC=C1)OC(NC12CCC(C1)(C2)NC(COC2=CC(=C(C=C2)Cl)F)=O)=O